NCCN(C)CC (2-aminoethyl)(ethyl)methylamine